C1CC12NC(COC2)C2=CC=C(C=C2)N2C(=CC1=C2N=CN(C1=O)CC1(CCN(CC1)C(C1=CC=C(C=C1)Cl)=O)O)Cl 7-(4-(7-Oxa-4-azaspiro[2.5]oct-5-yl)phenyl)-6-chloro-3-((1-(4-chlorobenzoyl)-4-hydroxypiperidin-4-yl)methyl)-3,7-dihydro-4H-pyrrolo[2,3-d]pyrimidin-4-one